C(CCCCC)C(C(=O)OCCCCCC)CCCCCCCC hexyl 2-hex-yldecanoate